OC1C(C(C2=CC=CC=C12)=O)C1=C(C=CC=C1)C (-)-3-Hydroxy-2-o-tolyl-2,3-dihydro-1H-inden-1-one